4,4'-((ethane-1,2-diylbis(oxy))bis(6-methoxybenzo[b]selenophen-5,2-diyl))bis(4-oxobutanoic acid) C(COC1=CC2=C([Se]C(=C2)C(CCC(=O)O)=O)C=C1OC)OC1=CC2=C([Se]C(=C2)C(CCC(=O)O)=O)C=C1OC